C(C)(C)(C)OC([C@H](CC1=CC=C(C=C1)Br)NC(C(=O)NC1=C(C=CC(=C1)Cl)N(CC=C)CC=C)=O)=O (S)-3-(4-bromophenyl)-2-(2-((5-chloro-2-(diallylamino)phenyl)amino)-2-oxoacetamido)propanoic acid tert-butyl ester